N-[(2S,3R)-2-[(2,3'-difluoro[1,1'-biphenyl]-3-yl)methyl]-4,4-difluoro-1-(3-fluorocyclobutane-1-carbonyl)pyrrolidin-3-yl]methanesulfonamide FC1=C(C=CC=C1C[C@@H]1N(CC([C@@H]1NS(=O)(=O)C)(F)F)C(=O)C1CC(C1)F)C1=CC(=CC=C1)F